(S)-1-(3-fluoro-4-phenoxyphenyl)ethylamine hydrochloride Cl.FC=1C=C(C=CC1OC1=CC=CC=C1)[C@H](C)N